OC(CC1=NC(=NO1)C=1C=CC(=C(C1)NC(=O)C1=CN=C2N1C=CC=C2)C)C2=CC=CC=C2 N-(5-(5-(2-hydroxy-2-phenylethyl)-1,2,4-oxadiazol-3-yl)-2-methylphenyl)imidazo[1,2-a]pyridine-3-carboxamide